Methyl (S)-4-(1-(4-(2-chlorobenzyl)-2-(trifluoromethyl)-4,5,6,7-tetrahydropyrazolo[1,5-a]pyrimidine-3-carboxamido)ethyl)benzoate ClC1=C(CN2C=3N(CCC2)N=C(C3C(=O)N[C@@H](C)C3=CC=C(C(=O)OC)C=C3)C(F)(F)F)C=CC=C1